C[C@@H](CC(=O)OCC)CCCOC1=C(C=CC=C1)CN1C(=NC=C1C)C1=CC=C(C=C1)C(F)(F)F ethyl (R)-3-methyl-6-(2-((5-methyl-2-(4-(trifluoromethyl)phenyl)-1H-imidazol-1-yl)methyl)phenoxy)hexanoate